C(CCC)OC(N(C)C=1C2=C(N=CN1)N(C=C2)[C@@H]2C[C@@H]([C@H]1OC(O[C@H]12)(C)C)CN)=O butyl(7-((3aS,4R,6R,6aR)-6-(aminomethyl)-2,2-dimethyltetrahydro-4H-cyclopenta[d][1,3]dioxol-4-yl)-7H-pyrrolo[2,3-d]pyrimidin-4-yl)(methyl)carbamate